BrC1=CC(=NN1C=1C=C2C=NN(C2=CC1)C1=CC=CC=C1)N1C(=CC=C1C)C 5-(5-bromo-3-(2,5-dimethyl-1H-pyrrol-1-yl)-1H-pyrazol-1-yl)-1-phenyl-1H-indazole